C(#C)C=1C=C(C=CC1)NC1=CC=NC2=CC(=C(C=C12)OCCOC)OCCOC N-(3-ethynylphenyl)-6,7-bis(2-methoxyethoxy)-4-quinolinylamine